C(C)(C)(C)OC(=O)N1C(CCCC1)OC1=NC(=NC=C1)C(C)OS(=O)(=O)C ((2-(1-((methylsulfonyl)oxy)ethyl)pyrimidin-4-yl)oxy)piperidine-1-carboxylic acid tert-butyl ester